[C@@H]1([C@@H](O)[C@H](O)[C@H](O)[C@@H](O1)C)OCCNC(CN(CC(=O)NCCCCCC(=O)O)CC(NCCO[C@H]1[C@@H](O)[C@H](O)[C@H](O)[C@@H](O1)C)=O)=O 6-(2-{bis[2-({2-[(α-L-fucopyranosyl)oxy]ethyl}amino)-2-oxoethyl]amino}acetamido)hexanoic acid